Diethyl [4-(3,6-dimethyl-9H-carbazol-9-yl)butyl]phosphonate CC=1C=CC=2N(C3=CC=C(C=C3C2C1)C)CCCCP(OCC)(OCC)=O